C1(CCC1)OC1=CC=2N(C=C1C(=O)O)C=CN2 7-cyclobutoxyimidazo[1,2-a]Pyridine-6-carboxylic acid